1,2,4,6-tetrathiazepan S1SNSCSC1